dimethyl-dioctadecyl-benzene-1,4-diamine hydrochloride Cl.CC1=C(C(=C(C(=C1N)CCCCCCCCCCCCCCCCCC)CCCCCCCCCCCCCCCCCC)N)C